Docosyl (tert-butoxycarbonyl)-L-alaninate C(C)(C)(C)OC(=O)N[C@@H](C)C(=O)OCCCCCCCCCCCCCCCCCCCCCC